C(#N)C1=CC=C(C=C1)C=1C2=C(C(=NC1C#N)OC)C1(C(O2)C(C(C1O)CN1CCC(CC1)(F)F)C1=CC=CC=C1)O (4-cyanophenyl)-7-((4,4-difluoropiperidin-1-yl)methyl)-8,8a-dihydroxy-1-methoxy-6-phenyl-5a,7,8,8a-tetrahydro-6H-cyclopenta[4,5]furo[3,2-c]pyridine-3-carbonitrile